3-(2-(azetidin-1-yl)ethyl)-6-fluoro-4-methoxy-1H-indazole N1(CCC1)CCC1=NNC2=CC(=CC(=C12)OC)F